[Si](C)(C)(C(C)(C)C)OCC(C1=CC(=CC(=C1)F)F)N1C(N(N(C1=O)C1=CC=CC=C1)COCC[Si](C)(C)C)=O 4-(2-((tert-butyldimethylsilyl)oxy)-1-(3,5-difluorophenyl)ethyl)-1-phenyl-2-((2-(trimethylsilyl)ethoxy)methyl)-1,2,4-triazolidine-3,5-dione